6-bromo-7-hydroxy-3,4-dihydroisoquinolin-1(2H)-one BrC=1C=C2CCNC(C2=CC1O)=O